1-[5-(2-fluorophenyl)-1-{[3-(3-methoxypropoxy)phenyl]sulfonyl}-1H-pyrrol-3-yl]-N-methylmethanamine hydrochloride Cl.FC1=C(C=CC=C1)C1=CC(=CN1S(=O)(=O)C1=CC(=CC=C1)OCCCOC)CNC